OC1=C(C=C(C(=S)N)C=C1)[N+](=O)[O-] 4-hydroxy-3-nitrothiobenzamide